(4-methanesulfonyloxan-4-yl)pyrimidin CS(=O)(=O)C1(CCOCC1)C1=NC=CC=N1